C(C)(C)(C)OC(=O)N1CC(CCC1)C1=CC=CC=2N(C(N(C21)C)=O)C2C(NC(CC2)=O)=O 3-[1-(2,6-dioxopiperidin-3-yl)-3-methyl-2-oxo-1,3-benzodiazol-4-yl]piperidine-1-carboxylic acid tert-butyl ester